NC1=NC=NN2C1=C(C=C2C2=NN(C=C2)C)C2=CC(=C(C=C2)NC=2OC(=NN2)C)OC N-(4-(4-amino-7-(1-methyl-1H-pyrazol-3-yl)pyrrolo[2,1-f][1,2,4]triazin-5-yl)-2-methoxyphenyl)-5-methyl-1,3,4-oxadiazol-2-amine